methyl 6-(benzyloxy)-10-(1-(3-chlorophenyl)-1H-1,2,3-triazol-4-yl)-[1,2,4]triazolo[5,1-a]isoquinoline-5-carboxylate C(C1=CC=CC=C1)OC1=C(N2C(C3=C(C=CC=C13)C=1N=NN(C1)C1=CC(=CC=C1)Cl)=NC=N2)C(=O)OC